2-[[5-(4-cyclopropyl-6-methoxy-pyrimidin-5-yl)-3-[[4-[1-methyl-4-(trifluoromethyl)imidazol-2-yl]phenyl]methyl]pyrazolo[4,3-d]pyrimidin-1-yl]methoxy]ethyl-trimethyl-silane C1(CC1)C1=NC=NC(=C1C=1N=CC2=C(N1)C(=NN2COCC[Si](C)(C)C)CC2=CC=C(C=C2)C=2N(C=C(N2)C(F)(F)F)C)OC